(S)-N-(5-Chloro-3-methyl-1H-pyrazol-4-yl)-5-fluoro-4-(4-methyl-3-oxo-3,4-dihydro-2H-pyrido[3,2-b][1,4]oxazin-6-yl)-2-((1,1,1-trifluoropropan-2-yl)oxy)benzamide ClC1=C(C(=NN1)C)NC(C1=C(C=C(C(=C1)F)C=1C=CC=2OCC(N(C2N1)C)=O)O[C@H](C(F)(F)F)C)=O